1-(4-(trifluoromethyl)benzyl)-1H-pyrazolo[3,4-d]pyrimidine FC(C1=CC=C(CN2N=CC=3C2=NC=NC3)C=C1)(F)F